CC(C)(C)C1=C(C(=CC(=C1)C(C)(C)C)C(C)(C)C)O 2,4,6-tris(1,1-dimethylethyl)phenol